C(C)(=O)N1CCC(CC1)(O)C=1C(N(C2=C(C(=NC(=C2C1)N[C@H](C)C=1C(=C(C#N)C=CC1)C)C)C#CC(C)(C)N)C)=O (R)-3-(1-((3-(1-acetyl-4-hydroxypiperidin-4-yl)-8-(3-amino-3-methylbutan-1-yne-1-yl)-1,7-dimethyl-2-oxo-1,2-dihydro-1,6-naphthyridin-5-yl)amino)ethyl)-2-methylbenzonitrile